OC1=C(OC=2C3=C(C=CC2C1=O)OC(O3)(C3=CC=CC=C3)C3=CC=CC=C3)C3=CC=C(C=C3)CCCN3CCCCC3 7-Hydroxy-2,2-diphenyl-8-(4-(3-(piperidin-1-yl)propyl)phenyl)-6H-[1,3]dioxolo[4,5-h]chromen-6-one